C(C)OC(CCCC(C)N(CC(C(=O)O)OCC)C(=O)OC(C)(C)C)=O 5-((Tert-Butoxycarbonyl)(2-ethoxy-2-carboxyethyl)amino)hexanoic acid ethyl ester